FC1=C(C=C(C=C1)C(=O)N1CCC(CC1)CO)N1C(NC(CC1)=O)=O 1-{2-fluoro-5-[4-(hydroxymethyl)piperidine-1-carbonyl]phenyl}-1,3-diazinane-2,4-dione